ClC1=C(C=CC(=C1)C)C(=O)N1CCC2(CO2)CC1 (2-chloro-4-methylphenyl)(1-oxa-6-azaspiro[2.5]oct-6-yl)methanone